CC(C(N)C1=CC=C(C=C1)OCC(CCC)C)(C)C 2,2-dimethyl-1-(4-((2-methylpentyl)oxy)phenyl)propan-1-amine